2-(4-chloro-phenoxy)-propyl methanesulfonate CS(=O)(=O)OCC(C)OC1=CC=C(C=C1)Cl